BrC=1C=CC2=C([C@H](N(C[C@H](O2)C2CC2)CC2=CC=C(C=C2)OC)C)N1 |o1:6| (2R,5R*)-7-bromo-2-cyclopropyl-4-(4-methoxybenzyl)-5-methyl-2,3,4,5-tetrahydropyrido[2,3-f][1,4]oxazepine